C(C1=CC=CC=C1)N(C(=O)C=1C2=C(NN1)CCC2)C2CCN(CC2)CCCC N-benzyl-N-(1-butylpiperidin-4-yl)-1,4,5,6-tetrahydrocyclopenta[c]pyrazole-3-carboxamide